2-(2-oxopyrrolidin-1-yl)benzoic acid O=C1N(CCC1)C1=C(C(=O)O)C=CC=C1